FC1=CC=C(C=C1)C(C1CN(CCO1)S(=O)(=O)NC1=CC=C(C=C1)OC(F)(F)F)C1=CC=C(C=C1)F 2-(bis(4-fluorophenyl)methyl)-N-(4-(trifluoromethoxy)phenyl)morpholine-4-sulfonamide